7-(cyclopropylamino)-5-((4-((cyclopropylmethyl)(methyl)amino)-3-((methylsulfonyl)methyl)phenyl)amino)pyrazolo[1,5-a]pyrimidine-3-carbonitrile C1(CC1)NC1=CC(=NC=2N1N=CC2C#N)NC2=CC(=C(C=C2)N(C)CC2CC2)CS(=O)(=O)C